2-[(1-Benzoylpiperidin-4-yl)methyl]-N-{[(2R)-1,4-dioxan-2-yl]methyl}-8-(trifluoromethyl)-4,5-dihydro-2H-furo[2,3-g]indazol-7-carboxamid C(C1=CC=CC=C1)(=O)N1CCC(CC1)CN1N=C2C3=C(CCC2=C1)OC(=C3C(F)(F)F)C(=O)NC[C@H]3OCCOC3